C(C)(C)(C)OC(=O)N1CC=2C(CC1)=NN(C2C2=C(C=C(C(=C2)F)[N+](=O)[O-])F)C2=C(C=CC=C2C)C 3-(2,5-difluoro-4-nitrophenyl)-2-(2,6-dimethylphenyl)-2,4,6,7-tetrahydro-5H-pyrazolo[4,3-c]pyridine-5-carboxylic acid tert-butyl ester